2,5-dichloro-4,6-diisopropyl-nicotinonitrile ClC1=C(C#N)C(=C(C(=N1)C(C)C)Cl)C(C)C